7-chloro-3-(2-chloro-6-methyl-phenyl)-1-(4-piperidyl)-4H-pyrido[4,3-d]pyrimidin-2-one ClC1=CC=2N(C(N(CC2C=N1)C1=C(C=CC=C1C)Cl)=O)C1CCNCC1